(3S)-3-hydroxytetrahydrofuran O[C@@H]1COCC1